FC(C1=CC=C(C=N1)OC1=C2C=CC=NC2=C(C=C1)CNC(C=C)=O)(F)F N-{(5-[{6-(trifluoromethyl)pyridin-3-yl}oxy]quinolin-8-yl)methyl}acrylamide